(2S,6R)-4-(2-(6-chloro-7-fluoroimidazo[1,2-a]pyridin-3-yl)pyrimidin-4-yl)-2-methyl-6-(1H-pyrazol-4-yl)morpholine ClC=1C(=CC=2N(C1)C(=CN2)C2=NC=CC(=N2)N2C[C@@H](O[C@@H](C2)C=2C=NNC2)C)F